N-(2-(4-(dimethylamino)piperidine-1-yl)-5-((6-((R)-3-(2-fluoro-3-methylphenyl)isoxazolidine-2-yl)pyrimidine-4-yl)amino)-4-methoxyphenyl)acrylamide CN(C1CCN(CC1)C1=C(C=C(C(=C1)OC)NC1=NC=NC(=C1)N1OCC[C@@H]1C1=C(C(=CC=C1)C)F)NC(C=C)=O)C